C1(CC1)C1CN(CCN1)C=1N=NC(=CN1)C1=C2C=NNC2=C(C=C1)N1N=CC=C1 4-[3-(3-cyclopropylpiperazin-1-yl)-1,2,4-triazin-6-yl]-7-pyrazol-1-yl-1H-indazole